(E)-pyridin-3-ylmethyl-1,3,5-triazine-2,4,6-triamine N1=CC(=CC=C1)CNC1=NC(=NC(=N1)N)N